C1(CCCCC1)CCCCNC(=O)C=1N=C(OC1)C1C(C2CCC1O2)CC2=C(C=CC=C2)CCC(=O)O 2-[[3-[4-[[(4-cyclohexylbutyl)amino]carbonyl]-2-oxazolyl]-7-oxabicyclo[2.2.1]-hept-2-yl]methyl]benzenepropanoic acid